O-(2-aminoethyl)-L-tyrosine NCCOC1=CC=C(C[C@H](N)C(=O)O)C=C1